C1OCCCN2C1=C(C=1C=CC=CC21)C(C(F)(F)F)=O 1-(4,5-dihydro-1H,3H-[1,4]oxazepino[4,3-a]indol-11-yl)-2,2,2-trifluoroethan-1-one